Cl.S1C=NC(=C1)N 1,3-thiazol-4-amine hydrochloride